C(C)(C)(C)OC(=O)N1CCC(CC1)C=1C2=C(N=C(N1)N1[C@H](CC1)C)C(CC2)(F)F (S)-4-(7,7-difluoro-2-(2-methylazetidin-1-yl)-6,7-dihydro-5H-cyclopenta[D]pyrimidin-4-yl)piperidine-1-carboxylic acid tert-butyl ester